COC(=O)C1(CCC2(N(CC3=CC(=CC=C23)Cl)C[C@H](CO)C)CC1)NC1=CC(=CC=C1)Cl 5'-chloro-4-(3-chloroanilino)-2'-[(2R)-3-hydroxy-2-methylpropyl]-2',3'-dihydrospiro[cyclohexane-1,1'-isoindole]-4-carboxylic acid methyl ester